5-[[4-[2-(4-oxo-2H-1,3-benzoxazin-3-yl)ethoxy]phenyl]methyl]-1,3-thiazolidine-2,4-dione O=C1N(COC2=C1C=CC=C2)CCOC2=CC=C(C=C2)CC2C(NC(S2)=O)=O